C(=O)(N)OP(=O)(O)O The molecule is a one-carbon compound and an acyl monophosphate. It has a role as an Escherichia coli metabolite and a mouse metabolite. It is a conjugate acid of a carbamoyl phosphate(2-).